[N+](=O)([O-])C=1C=C(C=CC1)C=1N=NN(N1)C1=CC=CC=C1 5-(3-nitrophenyl)-2-phenyl-2H-tetrazole